(M)-7-(2,3-difluoro-6-hydroxyphenyl)-6-fluoro-1-(4-methyl-2-(2-propanyl)-3-pyridinyl)-4-((2S)-2-methyl-4-(2-propenoyl)-1-piperazinyl)pyrido[2,3-d]pyrimidin-2(1H)-one FC1=C(C(=CC=C1F)O)C=1C(=CC2=C(N(C(N=C2N2[C@H](CN(CC2)C(C=C)=O)C)=O)C=2C(=NC=CC2C)C(C)C)N1)F